FC([C@@H]1[C@H]([C@@H]([C@H](CO1)O)O)O)O deoxy-6-fluoro-glucopyranose